CN([C@@H](C(C)C)C(=O)[O-])C(=O)C1=CN(C2=CC=CC=C12)CC1CCCCC1 Methyl(1-(cyclohexylmethyl)-1h-indole-3-carbonyl)-l-valinate